C(CCC)N(C(OCOC1=NC2=CC(=CC=C2C=C1)OCCCCN1CCN(CC1)C1=CC=CC=2SC=CC21)=O)CCCC (7-(4-(4-(benzo[b]thiophen-4-yl)piperazin-1-yl)butoxy)quinolin-2-yloxy)methyl dibutylcarbamate